C(=C)C1=CC2=C(C(=N1)[N+](=O)[O-])C=NN2C 6-ETHENYL-1-METHYL-4-NITROPYRAZOLO[4,3-C]PYRIDINE